5-(3-fluoro-4-((((R)-tetrahydrofuran-2-yl)methyl)carbamoyl)-benzyl)-N-((3R,4S)-3-hydroxytetrahydro-2H-pyran-4-yl)-4-methyl-2,3-dihydrobenzofuran-7-carboxamide FC=1C=C(CC=2C=C(C3=C(CCO3)C2C)C(=O)N[C@@H]2[C@H](COCC2)O)C=CC1C(NC[C@@H]1OCCC1)=O